perfluoro-n-octyl-carboxylic acid FC(C(C(C(C(C(C(C(F)(F)F)(F)F)(F)F)(F)F)(F)F)(F)F)(F)F)(C(=O)O)F